methyl 5-fluoro-2-(5-hydroxypent-1-yn-yl)-3-methylbenzoate FC=1C=C(C(=C(C(=O)OC)C1)C#CCCCO)C